1-chloro-3-(4-(2-(4-(2-hydroxy-3-(piperazin-1-yl)propoxy)phenyl)propan-2-yl)phenoxy)propan-2-ol ClCC(COC1=CC=C(C=C1)C(C)(C)C1=CC=C(C=C1)OCC(CN1CCNCC1)O)O